N-(9-fluorenylmethyloxycarbonyl)-β-alanine C1=CC=C2C(=C1)C(C3=CC=CC=C32)COC(=O)NCCC(=O)O